(2E,4E)-2,4-Decadien-1-ol acetate C(C)(=O)OC\C=C\C=C\CCCCC